1-((1S,3S)-1-(4-(((1R,3R,5S)-adamantan-1-yl)amino)phenyl)-3-butyl-9-methyl-1,3,4,9-tetrahydro-2H-pyrido[3,4-b]indol-2-yl)-3-(trimethyl-silyl)prop-2-yn-1-one C12(CC3CC(CC(C1)C3)C2)NC2=CC=C(C=C2)[C@@H]2N([C@H](CC3=C2N(C2=CC=CC=C32)C)CCCC)C(C#C[Si](C)(C)C)=O